N(=C=S)C1=NC=C(C=C1N(C(OC(C)(C)C)=O)C)C(F)(F)F tert-butyl (2-isothiocyanato-5-(trifluoromethyl) pyridin-3-yl)(methyl)carbamate